3-(1H-benzo[d]imidazol-4-yl)-6-methyl-3,6-diazabicyclo[3.1.1]-heptane N1C=NC2=C1C=CC=C2N2CC1N(C(C2)C1)C